[1,3]dioxolo[4',5':4,5]benzo[1,2-d]thiazole O1COC2=CC3=C(N=CS3)C=C21